FC1(CN(CC[C@H]1NC1=NN2C(C(=N1)OC([2H])([2H])[2H])=C(C=C2)C=2C=CC1=C(N(N=N1)CC(F)(F)F)C2)C2COC2)F (R)-N-(3,3-difluoro-1-(oxetan-3-yl)piperidin-4-yl)-4-(methoxy-d3)-5-(1-(2,2,2-trifluoroethyl)-1H-benzo[d][1,2,3]triazol-6-yl)pyrrolo[2,1-f][1,2,4]triazin-2-amine